C(C)(C)(C)NC(=O)C1=C(C(=CC(=C1)Cl)C)NC(=O)C1=CC(=NN1C1=NC=CC=C1Cl)OC1CS(C1)(=O)=O N-(2-(tert-butylcarbamoyl)-4-chloro-6-methylphenyl)-1-(3-chloropyridin-2-yl)-3-((1,1-dioxidothietan-3-yl)oxy)-1H-pyrazole-5-carboxamide